2-((4-Ethyl-1H-pyrazol-3-yl)amino)-N-(3-hydroxy-2,6-dimethylphenyl)thiazole-5-carboxamide C(C)C=1C(=NNC1)NC=1SC(=CN1)C(=O)NC1=C(C(=CC=C1C)O)C